7-(3-(4-methoxy-2,5-dimethylphenyl)-7,8-dihydro-1,6-naphthyridin-6(5H)-yl)-2,5,6-trimethyl-[1,2,4]triazolo[4,3-a]pyrimidin-3(2H)-one COC1=CC(=C(C=C1C)C=1C=NC=2CCN(CC2C1)C1=NC=2N(C(=C1C)C)C(N(N2)C)=O)C